1H-PYRAZOLE-4-CARBOXYLIC ACID HYDRATE O.N1N=CC(=C1)C(=O)O